S1N=C(C2=C1C=CC=C2)N2CCN(CC2)CCN2C(C=1N(C=C2)C(=C(C1)C)C)=O 2-[2-(4-benzo[d]isothiazol-3-yl-piperazin-1-yl)-ethyl]-6,7-dimethyl-2H-pyrrolo[1,2-a]pyrazin-1-one